3-(3-(methylamino)propyl)azetidine-1-carboxylic acid tert-butyl ester C(C)(C)(C)OC(=O)N1CC(C1)CCCNC